5,7-di-tert-butylcyclohepta[b]pyrrol-6(1H)-one C(C)(C)(C)C1=CC2=C(NC=C2)C=C(C1=O)C(C)(C)C